[Pd](Cl)Cl.[Fe] iron-palladium dichloride